4'-(4-bromo-tolyl)-2,2':6',2''-terpyridyl BrC1=CC(=C(C=C1)C)C1=CC(=NC(=C1)C1=NC=CC=C1)C1=NC=CC=C1